1-{[4-(2,6-difluoro-4-nitrophenoxy)-6-methoxyquinolin-7-yl]oxy}-2-methylpropan-2-ol FC1=C(OC2=CC=NC3=CC(=C(C=C23)OC)OCC(C)(O)C)C(=CC(=C1)[N+](=O)[O-])F